cholestane-3β-acetamide CC(C)CCC[C@@H](C)[C@H]1CC[C@H]2[C@@H]3CCC4C[C@H](CC[C@]4(C)[C@H]3CC[C@]12C)CC(=O)N